CNCCC(O)C=1SC=CC1 3-methylamino-1-(thiophene-2-yl)propanol